FC=1C=CC(=C(C(=O)NC2=CSC=3CNCCC32)C1)OC([2H])([2H])[2H] 5-Fluoro-2-methoxy-d3-N-(4,5,6,7-tetrahydrothieno[2,3-c]pyridin-3-yl)benzamide